α-ketoglutarate (dimethyl α-ketoglutarate) CC(C(C(=O)O)=O)(CC(=O)O)C.O=C(C(=O)O)CCC(=O)O